Exo-4-(2-amino-2-methylpropionyl)-N-(1-(3-(6-amino-3-azabicyclo[3.1.0]hex-3-yl)chroman-7-yl)-2-oxo-1,2-dihydropyrimidin-4-yl)piperazine-1-carboxamide hydrochloride Cl.NC(C(=O)N1CCN(CC1)C(=O)NC1=NC(N(C=C1)C1=CC=C2CC(COC2=C1)N1CC2C(C2C1)N)=O)(C)C